tert-Butyl (1R,3s,5S)-3-(4-bromo-1H-pyrazol-1-yl)-8-azabicyclo[3.2.1]octane-8-carboxylate BrC=1C=NN(C1)C1C[C@H]2CC[C@@H](C1)N2C(=O)OC(C)(C)C